[(2S)-1-[(2S,4R)-2-(5-benzyl-1H-imidazol-2-yl)-4-hydroxypyrrolidin-1-yl]-3,3-dimethyl-1-oxobutan-2-yl]carbamate C(C1=CC=CC=C1)C1=CN=C(N1)[C@H]1N(C[C@@H](C1)O)C([C@H](C(C)(C)C)NC([O-])=O)=O